4,6-bis(6-(4-(2-methoxyethyl)piperazin-1-yl)pyridin-3-yl)-1-methyl-1H-benzo[d]imidazole COCCN1CCN(CC1)C1=CC=C(C=N1)C1=CC(=CC=2N(C=NC21)C)C=2C=NC(=CC2)N2CCN(CC2)CCOC